CC(=O)N[C@@H](CC[NH3+])C(=O)[O-] The molecule is an amino acid zwitterion obtained by transfer of a proton from the amino to the carboxy group of (2S)-2-acetamido-4-aminobutanoic acid; major species at pH 7.3. It is a tautomer of a (2S)-2-acetamido-4-aminobutanoic acid.